Indium stannum Tin Oxide [Sn]=O.[Sn].[In]